CC1=CC(=C(C2=CC(=C(C=C2)N)C)C3=CC(=C(C=C3)N)C)C=CC1=N The molecule is an imine that is 2-methyl-4-methylidenecyclohexa-2,5-dien-1-imine in which both the hydrogens of the methylidene group are replaced by 4-amino-3-methylphenyl groups. The hydrochloride salt is the histological dye 'new fuchsin'. It has a role as a fluorochrome and a histological dye. It is an imine and a substituted aniline. It is a conjugate base of a new fuchsin(1+).